(R)-1-(2-chloropyridin-3-yl)ethyl (4-(5-(azetidine-3-carboxamido)pyridin-2-yl)-1-methyl-1H-1,2,3-triazol-5-yl)carbamate N1CC(C1)C(=O)NC=1C=CC(=NC1)C=1N=NN(C1NC(O[C@H](C)C=1C(=NC=CC1)Cl)=O)C